(S)-2-methyl-5-((4-methylbenzyl)oxy)-N-(pyrrolidin-3-yl)benzofuran-3-carboxamide tert-butyl-4-(5-bromoindazol-2-yl)piperidine-1-carboxylate C(C)(C)(C)OC(=O)N1CCC(CC1)N1N=C2C=CC(=CC2=C1)Br.CC=1OC2=C(C1C(=O)N[C@@H]1CNCC1)C=C(C=C2)OCC2=CC=C(C=C2)C